isopropylidenebis(2-allylphenol) C(C)(C)(C=1C(=C(C=CC1)O)CC=C)C=1C(=C(C=CC1)O)CC=C